I.COC1=CC=C(C=C1)C(C)(C)N 1-(4-methoxyphenyl)-1-methylethylamine hydroiodide